C(C)(C)(C)C(=O)C1C(C=C(CC1)C)C tert-butyl-(2,4-dimethyl-3-cyclohexen-1-yl) ketone